C(=O)(O)C=1C=C(OC=2C=C(C=CC2)C2=CC=C(C=C2)OC2=CC(=CC=C2)C(=O)O)C=CC1 3,4'-bis(3-carboxyphenoxy)biphenyl